nonyl 8-((6-((4,4-bis(octyloxy)butanoyl)oxy)hexyl)(3-(methylsulfonamido)propyl)amino)octanoate C(CCCCCCC)OC(CCC(=O)OCCCCCCN(CCCCCCCC(=O)OCCCCCCCCC)CCCNS(=O)(=O)C)OCCCCCCCC